Cl[Pd+]Cl dichloropalladium(III)